BrC1=C(SC=C1)C=1SC(=C(C1Br)Br)Br tetrabromo-2,2'-bithiophene